N-oleoylaspartic acid C(CCCCCCC\C=C/CCCCCCCC)(=O)N[C@@H](CC(=O)O)C(=O)O